N-(5-((2-(5-azaspiro[3.4]octan-5-yl)ethyl)carbamoyl)-2-methylpyridin-3-yl)-2-(1-(2-fluoroethyl)-5-methyl-1H-pyrazol-4-yl)pyrazolo[5,1-b]thiazole-7-carboxamide C1CCC12N(CCC2)CCNC(=O)C=2C=C(C(=NC2)C)NC(=O)C=2C=NN1C2SC(=C1)C=1C=NN(C1C)CCF